1-methyl-1EZ-imidazole-2-carboxamide CN1C(=NC=C1)C(=O)N